3-chloro-6-(2-methoxy-4-(trifluoromethyl)phenyl)-5-methyl-1,2,4-triazine ClC=1N=NC(=C(N1)C)C1=C(C=C(C=C1)C(F)(F)F)OC